C1(CC1)C=1N=CN(C1)C=1C(=CC(=C(C(=O)NC2=NC(=CC=C2)C=2N3C(=NN2)CC[C@@H]3C(F)(F)F)C1)F)C (R)-5-(4-cyclopropyl-1H-imidazol-1-yl)-2-fluoro-4-methyl-N-(6-(5-(trifluoromethyl)-6,7-dihydro-5H-pyrrolo[2,1-c][1,2,4]triazol-3-yl)pyridin-2-yl)benzamide